ethyl N-acetyl-N-(2-methoxyphenyl)glycinate C(C)(=O)N(CC(=O)OCC)C1=C(C=CC=C1)OC